C(C)(CC)P(C=C)(C1=CC=CC=C1)=O sec-butyl-(phenyl)(vinyl)phosphine oxide